2-((2R,6S)-2,6-dimethylpiperazin-1-yl)-N-(4-(3-methyl-2,6-dioxopiperidin-3-yl)pyridin-2-yl)acetamide C[C@H]1N([C@H](CNC1)C)CC(=O)NC1=NC=CC(=C1)C1(C(NC(CC1)=O)=O)C